FC=1C(=C(N2N=C(N=CC21)N[C@H]2[C@@H](COCC2)O)C(C)C)C#CC (3S,4R)-4-((5-fluoro-7-isopropyl-6-(prop-1-yn-1-yl)pyrrolo[2,1-f][1,2,4]triazin-2-yl)amino)tetrahydro-2H-pyran-3-ol